C1(=CC=CC=C1)[C@H](CC(=O)OC)C[N+](=O)[O-] Methyl (S)-3-phenyl-4-nitrobutyrate